CC=1C=C(C=NC1C)NC(C(=O)N1[C@H](CC[C@@H](C1)C)C=1C=CC2=C(N=C(S2)C2CC(N(C(C2)(C)C)C)(C)C)C1)=O N-(5,6-dimethylpyridin-3-yl)-2-((2R,5S)-5-methyl-2-(2-(1,2,2,6,6-pentamethylpiperidin-4-yl)benzo[d]thiazol-5-yl)piperidin-1-yl)-2-oxoacetamide